Racemic-2-(4-(6-((4-cyano-2-fluorobenzyl)oxy)pyridin-2-yl)-2,5-difluorobenzyl)-1-((3S,4S)-4-(difluoromethyl)tetrahydrofuran-3-yl)-1H-benzo[d]imidazole-6-carboxylic Acid C(#N)C1=CC(=C(COC2=CC=CC(=N2)C2=CC(=C(CC3=NC4=C(N3[C@@H]3COC[C@H]3C(F)F)C=C(C=C4)C(=O)O)C=C2F)F)C=C1)F |r|